C(C)(C)(C)OC(=O)N(C(OC(C)(C)C)=O)CC1=C(C2=C(N=CN2C)C(=C1)C1=CC=C(C=C1)OC(F)(F)F)C#C[C@@H]1OC(OC1)(C)C tert-butyl N-tert-butoxycarbonyl-N-[[3-methyl-4-[2-[(4S)-2,2-dimethyl-1,3-dioxolan-4-yl]ethynyl]-7-[4-(trifluoromethoxy)phenyl]benzimidazol-5-yl]methyl]carbamate